FC=1C=C(C=CC1)C=1C=CC(=NC1)NC=1C=C(C(=O)N[C@H]2[C@@H](C2)C2=CC=CC=C2)C=CC1 3-{[5-(3-fluorophenyl)pyridin-2-yl]amino}-N-[(1R,2S)-2-phenylcyclopropyl]benzamide